(R)-(3-bromo-6,7-dihydro-5H-pyrazolo[5,1-b][1,3]oxazin-6-yl)(methyl)carbamic acid tert-butyl ester C(C)(C)(C)OC(N(C)[C@@H]1CN2C(OC1)=C(C=N2)Br)=O